(1R,4R)-2-benzhydryl-2,5-diazabicyclo[2.2.1]heptane C(C1=CC=CC=C1)(C1=CC=CC=C1)N1[C@H]2CN[C@@H](C1)C2